C(C)(=O)N[C@@H](CSCC(=O)N1C2=C(NC(C3=C1C=CC(=C3)F)=O)C=CC=C2)C(=O)O acetyl-S-(2-(2-fluoro-11-oxo-10,11-dihydro-5H-dibenzo[b,e][1,4]diazepin-5-yl)-2-oxoethyl)-L-cysteine